1-((1H-indol-5-yl)sulfonyl)-N-(4-methoxyphenyl)-1H-pyrazole-3-carboxamide N1C=CC2=CC(=CC=C12)S(=O)(=O)N1N=C(C=C1)C(=O)NC1=CC=C(C=C1)OC